7-Methoxy-4-(1-(methylamino)ethyl)isoquinolin-1(2H)-one COC1=CC=C2C(=CNC(C2=C1)=O)C(C)NC